4-(4-(4-(benzo[d]thiazol-5-ylamino)quinolin-6-yl)-3,5-difluorobenzyl)-1-methylpiperazin-2-one S1C=NC2=C1C=CC(=C2)NC2=CC=NC1=CC=C(C=C21)C2=C(C=C(CN1CC(N(CC1)C)=O)C=C2F)F